3-(dimethylamino)-2-(ethylsulfonyl)-1-(1-methyl-5-(4-(trifluoromethoxy)phenyl)-1H-imidazol-2-yl)prop-2-en-1-one CN(C=C(C(=O)C=1N(C(=CN1)C1=CC=C(C=C1)OC(F)(F)F)C)S(=O)(=O)CC)C